N=1C=CN2N=C(C=CC21)C2=CNC=1N=C(N=C(C12)NC)NC1CCC(CC1)(O)C 4-((5-(imidazo[1,2-b]pyridazin-6-yl)-4-(methylamino)-7H-pyrrolo[2,3-d]pyrimidin-2-yl)amino)-1-methylcyclohexan-1-ol